3,4-Dicyano-3,4-dimethylhexane C(#N)C(CC)(C(CC)(C)C#N)C